C(C)C1N(CCC1)C=CCC Ethylbutenylpyrrolidine